CC1=C(C(=CC=C1)C)C1=NC(=NC(=C1)OC[C@@H](CC1(CC1)C)NCC=1N=C2C(=NC1)N=C(O2)C(C)C)NS(=O)(=O)C=2C=C(C(=O)O)C=CC2 3-[[4-(2,6-dimethylphenyl)-6-[(2R)-2-[(2-isopropyloxazolo[4,5-b]pyrazin-6-yl)methylamino]-3-(1-methylcyclopropyl)propoxy]pyrimidin-2-yl]sulfamoyl]benzoic acid